4,4'-di(4-fluorobenzenesulfonyl)terphenyl FC1=CC=C(C=C1)S(=O)(=O)C1=CC=C(C=C1)C=1C(=CC(=CC1)S(=O)(=O)C1=CC=C(C=C1)F)C1=CC=CC=C1